N1(CCCCCC1)C1=NC(=CC=C1C(=O)NC1=CC(=CC=C1)S(N)(=O)=O)OC 2-(azepan-1-yl)-6-methoxy-N-(3-sulfamoyl-phenyl)pyridine-3-carboxamide